tris(4-tert-butylphenyl)sulfonium perfluorooctanesulfonate FC(C(C(C(C(C(C(C(F)(F)F)(F)F)(F)F)(F)F)(F)F)(F)F)(F)F)(S(=O)(=O)[O-])F.C(C)(C)(C)C1=CC=C(C=C1)[S+](C1=CC=C(C=C1)C(C)(C)C)C1=CC=C(C=C1)C(C)(C)C